5-methyl-2-(4-(2-(6-methylpyridin-2-yl)-6,7-dihydro-5H-pyrrolo[1,2-a]imidazole-3-yl)pyridin-2-yl)-1,4,5,6-tetrahydropyrrolo[3,4-d]imidazole CN1CC=2NC(=NC2C1)C1=NC=CC(=C1)C1=C(N=C2N1CCC2)C2=NC(=CC=C2)C